2-Chloro-N,N-dimethylacetamide CN(C)C(=O)CCl